3-tosyloxacyclohexane S(=O)(=O)(C1=CC=C(C)C=C1)C1COCCC1